CC(C#C)(C)S(=O)(=O)C 3-methyl-3-methylsulfonyl-but-1-yne